(5R)-3-(1-(2-((S)-2,2-dicyclopropyl-1-(1-ethyl-1H-pyrazole-5-carboxamido)ethyl)imidazo[1,2-b]pyridazin-6-yl)ethyl)-2-oxo-5-(trifluoromethyl)piperidine-3-carboxylic acid C1(CC1)C([C@H](NC(=O)C1=CC=NN1CC)C=1N=C2N(N=C(C=C2)C(C)C2(C(NC[C@@H](C2)C(F)(F)F)=O)C(=O)O)C1)C1CC1